(R)-3-amino-2-(5-methyl-1H-indazol-4-yl)-1-oxo-1,2,6,7,8,9-hexahydrobenzo[4,5]thieno[3,2-c]pyridine-4-carboxamide NC1=C(C2=C(C(N1C1=C3C=NNC3=CC=C1C)=O)C1=C(S2)CCCC1)C(=O)N